tert-butyl 6-(3-cyano-4-(3-methylpyridin-2-yl)-7-(4-methylthiazol-5-yl)-5,6-dihydroquinolin-2-yl)-2,6-diazaspiro-[3.4]octane-2-carboxylate C(#N)C=1C(=NC=2C=C(CCC2C1C1=NC=CC=C1C)C1=C(N=CS1)C)N1CC2(CN(C2)C(=O)OC(C)(C)C)CC1